(S)-2-(3-((2,6-difluoro-3-hydroxybenzyl)amino)-4-methylbenzoyl)-1,2,3,4-tetrahydroisoquinoline-3-carboxylic acid FC1=C(CNC=2C=C(C(=O)N3CC4=CC=CC=C4C[C@H]3C(=O)O)C=CC2C)C(=CC=C1O)F